FC(OC1=C(CN)C=CC=C1)(F)F 2-(trifluoromethoxy)benzylamine